[1-14C]-acetic acid [14C](C)(=O)O